COC1(C(COCC1)=O)OC 4,4-dimethoxydihydro-2H-pyran-3(4H)-one